((1-((2-(3,5-dichlorophenyl)-6-((2-(piperazin-1-yl) pyrimidin-5-yl) oxy) pyridin-4-yl) methyl)-4-fluoropiperidin-4-yl) methyl) carbamate C(N)(OCC1(CCN(CC1)CC1=CC(=NC(=C1)OC=1C=NC(=NC1)N1CCNCC1)C1=CC(=CC(=C1)Cl)Cl)F)=O